NC1=C(N=C2N1C=CC=C2C=2C=C(C1=C(N=CO1)C2)F)C(=O)NCCC 3-amino-8-(7-fluorobenzo[d]oxazol-5-yl)-N-propylimidazo[1,2-a]pyridine-2-carboxamide